3-(3,5-dichloro-7-{[(furan-2-yl)methyl]amino}thieno[3,2-b]pyridin-2-yl)-N-(2-fluorophenyl)-D-alaninamide dihydrochloride Cl.Cl.ClC1=C(SC=2C1=NC(=CC2NCC=2OC=CC2)Cl)C[C@@H](N)C(=O)NC2=C(C=CC=C2)F